(1R,3S,5R)-2-(2-(6-acetamido-4-amino-9H-pyrimido[4,5-b]indol-9-yl)acetyl)-N-(6-bromopyridin-2-yl)-5-methyl-2-azabicyclo[3.1.0]hexane-3-carboxamide C(C)(=O)NC=1C=C2C3=C(N(C2=CC1)CC(=O)N1[C@@H]2C[C@@]2(C[C@H]1C(=O)NC1=NC(=CC=C1)Br)C)N=CN=C3N